2-cyanoprop-2-yl-benzene methyl-disulfate COS(=O)(=O)OS(=O)(=O)O.C(#N)C(C)(C)C1=CC=CC=C1